3-(furan-2-yl)-N-methyl-1-(4-(trifluoromethyl)phenyl)-1H-indole-5-sulfonamide O1C(=CC=C1)C1=CN(C2=CC=C(C=C12)S(=O)(=O)NC)C1=CC=C(C=C1)C(F)(F)F